3-(2,6-difluoro-4-(3-hydroxyazetidin-1-yl)phenyl)piperidine-2,6-dione FC1=C(C(=CC(=C1)N1CC(C1)O)F)C1C(NC(CC1)=O)=O